NC1=C(C#N)C=CC(=C1)N 2,4-diaminobenzonitrile